CC1=CC=C2C(C(C=3C=CC(=C1C32)C)=O)=O 5,6-dimethyl-acenaphthoquinone